3-fluoro-N-(5-piperazin-1-yl-pyridin-2-yl)-4-(1,2,3,6-tetrahydro-pyridin-4-yl)-benzamide FC=1C=C(C(=O)NC2=NC=C(C=C2)N2CCNCC2)C=CC1C=1CCNCC1